3'-Desoxy-3'-fluoro-4'-vinylcytidin-5'-{N,N'-bis[(S)-1-(propoxycarbonyl)ethyl] phosphordiamidat} C(CC)OC(=O)[C@H](C)NP(=O)(N[C@@H](C)C(=O)OCCC)OC[C@@]1([C@H]([C@H]([C@@H](O1)N1C(=O)N=C(N)C=C1)O)F)C=C